[I-].C(C)(C)(C)OC(=O)[Zn]C1CNC1 t-butoxycarbonylazetidin-3-yl-zinc iodide